ClC=1C=CC(=C(C1)NC(=O)NCC=1C(=C2CN(C(C2=CC1)=O)C1C(NC(CC1)=O)=O)F)OC 1-(5-chloro-2-methoxy-phenyl)-3-[[2-(2,6-dioxo-3-piperidyl)-4-fluoro-1-oxo-isoindolin-5-yl]methyl]urea